[Au+3].S(=O)([O-])[O-].[Na+].S(=O)([O-])[O-] sodium sulphite gold